[N-](S(=O)(=O)C(F)(F)F)S(=O)(=O)C(F)(F)F.C(CCC)[N+](C)(CCCC)CCCC Tributylmethylammonium bistrifluoromethanesulfonimide salt